O=C1C2(CCC(C1=CC1=CC=C(C=C1)S(=O)(=O)O)C2(C)C)C 4-(oxo-3-bornylidenemethyl)benzenesulfonic acid